C(C)(C)N1CCC=2C1=CN=C(C2)C2=NSC(=N2)NC=2C(=NC=CN2)N(C(C)=O)C N-(3-(3-(1-isopropyl-2,3-dihydro-1H-pyrrolo[2,3-c]pyridin-5-yl)-1,2,4-thiadiazol-5-ylamino)pyrazin-2-yl)-N-methylacetamide